FC=1C(=NC=C(C1)C(F)(F)F)N[C@@H]1CC[C@H](CC1)S(=O)(=O)C1=CC=C(C=C1)C1=CC(=NC=C1)C(=O)N 4-{4-{{trans-4-((3-fluoro-5-(trifluoromethyl)pyridin-2-yl)amino)cyclohexyl}sulfonyl}phenyl}picolinamide